5-[1-[4-[[tert-butyl(dimethyl)silyl]oxymethyl]cyclohexyl]-4-piperidyl]pyridin-2-amine [Si](C)(C)(C(C)(C)C)OCC1CCC(CC1)N1CCC(CC1)C=1C=CC(=NC1)N